C(C=C)(=O)N1CCC(CC1)C1=CNC=2N=CN=C(C21)NC2=CC(=C(OCC(=O)NC(C)C)C=C2)Cl 2-(4-((5-(1-acryloylpiperidin-4-yl)-7H-pyrrolo[2,3-d]pyrimidin-4-yl)amino)-2-chlorophenoxy)-N-isopropylacetamide